C(C)(C)(C)OC(=O)N1CC2(C1)CCN(CC2)C2=NC(=NC1=C(C(=C(C=C21)OC)Br)OC)Cl 7-(7-bromo-2-chloro-6,8-dimethoxyquinazolin-4-yl)-2,7-diazaspiro[3.5]Nonane-2-carboxylic acid tert-butyl ester